FC1=C(C(=C(C=C1OC)OC)F)N1C(N(C2=C(C1)C=NC1=C2C=C(N1S(=O)(=O)C1=CC=CC=C1)CN1CCOCC1)CC)=O 3-(2,6-difluoro-3,5-dimethoxyphenyl)-1-ethyl-8-(morpholin-4-ylmethyl)-7-(phenyl-sulfonyl)-1,3,4,7-tetrahydro-2H-pyrrolo[3',2':5,6]pyrido[4,3-d]pyrimidin-2-one